ClC=1C=C(C(=O)NCC=2C=C3CCCN(C3=CC2)C(CC(C)C)=O)C=CC1 3-chloro-N-{[1-(3-methylbutanoyl)-1,2,3,4-tetrahydroquinolin-6-yl]methyl}benzamide